[Bi].[Sn].[Si] silicon tin bismuth